[F-].ClC(C(C(Cl)Cl)Cl)Cl 1,1,2,3,3-pentachloropropane fluoride